N-[(3R)-1-(4-{7-cyclopropyl-5-[(1R)-1-methyl-1,2,3,4-tetrahydroisoquinoline-2-carbonyl]pyrazolo[1,5-a]pyrimidin-2-yl}-3-fluorophenyl)pyrrolidin-3-yl]methane-sulfonamide C1(CC1)C1=CC(=NC=2N1N=C(C2)C2=C(C=C(C=C2)N2C[C@@H](CC2)NS(=O)(=O)C)F)C(=O)N2[C@@H](C1=CC=CC=C1CC2)C